4-(chloromethyl)-5-cyclopropyl-3-(2,6-dichlorophenyl)isoxazol ClCC=1C(=NOC1C1CC1)C1=C(C=CC=C1Cl)Cl